(S)-valinol N[C@@H](C(C)C)CO